(2R)-N-((S or R)-(3-chloro-2,4-difluorophenyl)(6-(trifluoromethoxy)pyridin-3-yl)methyl)-2-methyl-3-oxopiperazine-1-carboxamide ClC=1C(=C(C=CC1F)[C@@H](NC(=O)N1[C@@H](C(NCC1)=O)C)C=1C=NC(=CC1)OC(F)(F)F)F |o1:8|